C[C@H]1C(=NNC(O1)=O)C1=CC(=C(C=C1)C1=CC=C(C=C1)C)C(F)(F)F (6S)-6-Methyl-5-[4'-methyl-2-(trifluoromethyl)[1,1'-biphenyl]-4-yl]-3,6-dihydro-2H-1,3,4-oxadiazin-2-on